FC1=CC=C(C=C1)N1N=CC2=C1C=C1CCN(C[C@]1(C2)C(=O)C=2SC=CN2)S(=O)(=O)C=2N=NN(C2)C (R)-(1-(4-fluorophenyl)-6-((1-methyl-1H-1,2,3-triazol-4-yl)sulfonyl)-4,4a,5,6,7,8-hexahydro-1H-pyrazolo[3,4-g]isoquinolin-4a-yl)(thiazol-2-yl)methanone